O.FC(OC1=CC=C(C=N1)[C@H](CC(=O)O)N1C(N(CC1)CCCC1=NC=2NCCCC2C=C1)=O)F (s)-3-(6-(difluoromethoxy)pyridin-3-yl)-3-(2-oxo-3-(3-(5,6,7,8-tetrahydro-1,8-naphthyridin-2-yl)propyl)imidazolidin-1-yl)propanoic acid hydrate